COC(CCCCCCCC1C(C1)CCCCCCCCC(CCCCCCCCC)CCN(C)C)=O methyl-8-(2-{9-[2-(dimethylamino)ethyl]octadecyl} cyclopropyl)octanoate